bis(3-hexylnonyl) 8,8'-((2-hydroxyethyl) azanediyl)dioctanoate OCCN(CCCCCCCC(=O)OCCC(CCCCCC)CCCCCC)CCCCCCCC(=O)OCCC(CCCCCC)CCCCCC